(E)-2-((5-ethoxy-4-methyl-5-oxopent-3-en-1-yl)oxy)acetic acid C(C)OC(/C(=C/CCOCC(=O)O)/C)=O